O1C(=C(C=C1)C(=O)[O-])C(=O)OC(O)O dihydroxymethyl furandicarboxylate